4-[5-(3,5-dichlorophenyl)-4,5-dihydro-5-(trifluoromethyl)-3-isoxazolyl]-2-methyl-N-(trans-1-oxo(oxido)-3-thietanyl)benzamide ClC=1C=C(C=C(C1)Cl)C1(CC(=NO1)C1=CC(=C(C(=O)N[C@H]2[C@@H](S(C2)=O)[O-])C=C1)C)C(F)(F)F